C(C)C=1C(=C(N=NC1CC)SC1=NC=NC=C1)C(NO)=N 5,6-diethyl-N-hydroxy-3-(pyrimidin-4-ylsulfanyl)pyridazine-4-carboximidamide